ClC=1C(N(N=CC1C1=NNC=N1)CC1=NC(=NO1)C[C@H](O)C1=CC=C(C=C1)Cl)=O (S)-4-chloro-2-((3-(2-(4-chlorophenyl)-2-hydroxyethyl)-1,2,4-oxadiazol-5-yl)methyl)-5-(1H-1,2,4-triazol-3-yl)pyridazin-3(2H)-one